CC(C)(C)C=1C=CC=2NC3=CC=C(C=C3OC2C1)C(C)(C)C 3,7-bis(1,1-dimethylethyl)-10H-Phenoxazine